BrC1=C(C=CC2=CC=C(C=C12)Br)O 1,7-dibromo-2-naphthol